(6-(8-oxa-3-azabicyclo[3.2.1]oct-3-yl)-4-morpholinopyridazin-3-yl)methylamine C12CN(CC(CC1)O2)C2=CC(=C(N=N2)CN)N2CCOCC2